di(adamantan-1-yl)(butyl)phosphane C12(CC3CC(CC(C1)C3)C2)P(CCCC)C23CC1CC(CC(C2)C1)C3